3-(2-acryloyl-1,2,3,4-tetrahydroisoquinolin-4-yl)-1-methyl-7-((4-(4-methylpiperazin-1-yl)phenyl)amino)-3,4-dihydropyrimido[4,5-d]pyrimidin-2(1H)-one C(C=C)(=O)N1CC2=CC=CC=C2C(C1)N1C(N(C2=NC(=NC=C2C1)NC1=CC=C(C=C1)N1CCN(CC1)C)C)=O